1-({3-[3-methyl-1-(oxan-2-yl)-1H-pyrazol-5-yl]-5-[(3R)-3-methylmorpholin-4-yl]-[1,2]thiazolo[4,5-b]pyridin-7-yl}imino)-1λ^6-thiolan-1-one CC1=NN(C(=C1)C1=NSC=2C1=NC(=CC2N=S2(CCCC2)=O)N2[C@@H](COCC2)C)C2OCCCC2